diphenylprop-2-en-1-amine C1(=CC=CC=C1)C(C=C)(N)C1=CC=CC=C1